5-[4-chloro-3-(trifluoromethoxy)phenyl]-3,6-dihydro-2H-1,3,4-oxadiazin-2-one ClC1=C(C=C(C=C1)C1=NNC(OC1)=O)OC(F)(F)F